3-(3-chloropyridin-4-yl)-1H-imidazo[4,5-b]pyridin-2(3H)-one ClC=1C=NC=CC1N1C(NC=2C1=NC=CC2)=O